2E-3,7-dimethylocta-2,6-dienal C\C(=C/C=O)\CCC=C(C)C